1-HYDROXYBENZOTRIAZOLE HYDRATE O.ON1N=NC2=C1C=CC=C2